COC1=CC=C(C=2C=NNC12)N 7-methoxy-1H-indazol-4-amine